ClC1=NC=C(C(=N1)NCC12CCC(CC1)(CC2)C2=NC=C(C=C2)C(F)(F)F)OC 2-chloro-5-methoxy-N-((4-(5-(trifluoromethyl)pyridin-2-yl)bicyclo[2.2.2]octan-1-yl)methyl)pyrimidin-4-amine